[4-(3,3-difluoroazetidin-1-yl)-3-fluorophenyl]acetamide FC1(CN(C1)C1=C(C=C(C=C1)CC(=O)N)F)F